3-(6-(aminomethyl)-1-(1-(thiazol-2-yl)piperidin-4-yl)-1H-indol-3-yl)benzonitrile NCC1=CC=C2C(=CN(C2=C1)C1CCN(CC1)C=1SC=CN1)C=1C=C(C#N)C=CC1